2,2'-((4-methyl-5-nitro-1,2-phenylene)bis(oxy))bis(tetrahydro-2H-pyran) CC1=CC(=C(C=C1[N+](=O)[O-])OC1OCCCC1)OC1OCCCC1